1-benzyl-N-(4-chloro-2-(trifluoromethoxy)benzyl)piperidine-4-carboxamide C(C1=CC=CC=C1)N1CCC(CC1)C(=O)NCC1=C(C=C(C=C1)Cl)OC(F)(F)F